BrC(CCCCC(C=O)(C)C)C1=CC(=CC=C1)Br 7-bromo-7-(3-bromophenyl)-2,2-dimethyl-heptanal